C(CCCCCCCCCCCCC)[SiH](CCCCCCCCCCCCCC)CCCCCCCCCCCCCC tri(tetradecyl)silane